FC(C=1OC(=NN1)C1=CC=C(C=C1)CN1N=C2C(=N1)C=CC(=C2)C)F 2-(difluoromethyl)-5-(4-((5-methyl-2H-benzo[d][1,2,3]triazol-2-yl)methyl)phenyl)-1,3,4-oxadiazole